rel-(2R,3R,4R,5S)-N-(2-(1,2-dihydroxyethyl)pyrimidin-5-yl)-3-(4-fluoro-2-(2-methoxyethoxy)-3-methylphenyl)-4,5-dimethyl-5-(trifluoromethyl)tetrahydrofuran-2-carboxamide OC(CO)C1=NC=C(C=N1)NC(=O)[C@@H]1O[C@@]([C@@H]([C@@H]1C1=C(C(=C(C=C1)F)C)OCCOC)C)(C(F)(F)F)C |o1:13,15,16,17|